4-(5-((6-(3,5-dichloro-phenyl)-4-((4-(((methoxy-carbonyl)amino)methyl)piperidin-1-yl)methyl)pyridin-2-yl)oxy)pyrimidin-2-yl)piperazin ClC=1C=C(C=C(C1)Cl)C1=CC(=CC(=N1)OC=1C=NC(=NC1)N1CCNCC1)CN1CCC(CC1)CNC(=O)OC